4,9-bis((3-(4-methylpiperazin-1-yl)-propyl)amino)-2,7-bis(3-morpholinopropyl)benzo[lmn][3,8]phenanthroline-1,3,6,8(2H,7H)-tetraon CN1CCN(CC1)CCCNC1=CC=2C(N(C(C=3C2C=2C(C(N(C(C12)=O)CCCN1CCOCC1)=O)=CC3NCCCN3CCN(CC3)C)=O)CCCN3CCOCC3)=O